3-{2-[2,5-bis(4,4,7,7-tetramethyl-4,5,6,7-tetrahydro-1-benzothien-2-yl)thiophen-3-yl]-3,3,4,4,5,5-hexafluorocyclopent-1-en-1-yl}-2-(4-tert-butylphenyl)-1-benzofuran-5,6-diol CC1(CCC(C2=C1C=C(S2)C=2SC(=CC2C2=C(C(C(C2(F)F)(F)F)(F)F)C2=C(OC1=C2C=C(C(=C1)O)O)C1=CC=C(C=C1)C(C)(C)C)C=1SC2=C(C1)C(CCC2(C)C)(C)C)(C)C)C